(2R,3R,4R,5S)-2-methyl-1-(2-(pyridin-2-yl)ethyl)piperidine-3,4,5-triol C[C@H]1N(C[C@@H]([C@H]([C@@H]1O)O)O)CCC1=NC=CC=C1